(S)-3-(7-(1-((6-(3-Hydroxypyrrolin-1-yl)pyridin-2-yl)methyl)-1H-1,2,3-triazole-4-yl)-3H-imidazo[4,5-b]pyridin-5-yl)-2-methylbenzonitrile OC1=CN(CC1)C1=CC=CC(=N1)CN1N=NC(=C1)C1=C2C(=NC(=C1)C=1C(=C(C#N)C=CC1)C)NC=N2